5-{2-acetamidoimidazo[1,2-b]pyridazin-6-yl}-N-{[2-fluoro-5-(trifluoromethoxy)phenyl]methyl}-2-(deutero)methoxy-6-methylpyridine-3-carboxamide C(C)(=O)NC=1N=C2N(N=C(C=C2)C=2C=C(C(=NC2C)OC[2H])C(=O)NCC2=C(C=CC(=C2)OC(F)(F)F)F)C1